NC(CCC1CC1)(C1=CC=C(C=C1)C#N)C=1C=C(C=CC1)NC(=O)C1=CC(=NN1C1=CC(=CC=C1)CN)C(F)(F)F (+)-N-(3-(1-amino-1-(4-cyanophenyl)-3-cyclopropyl-propyl)phenyl)-1-(3-(aminomethyl)phenyl)-3-(trifluoromethyl)-1H-pyrazole-5-carboxamide